NC1=C(C(=O)NC23CCC(CC2)(CC3)O)C=C(C=N1)C1=CC=C(C=C1)C13CN(CC3C1)C1CCOCC1 2-amino-N-(4-hydroxy-bicyclo-[2.2.2]octan-1-yl)-5-(4-(3-(tetrahydro-2H-pyran-4-yl)-3-aza-bicyclo[3.1.0]-hexan-1-yl)phenyl)nicotinamide